2-methacryloyloxyethyl isocyanate (2-isocyanatoethyl methacrylate) N(=C=O)CCC=C(C(=O)O)C.C(C(=C)C)(=O)OCCN=C=O